FC=1C=NC=CC1C=1C=2N(N=C(C1)N1[C@@H](COCC1)C)C(=NC2C)C2=CC=NN2 (R)-4-(4-(3-fluoropyridin-4-yl)-5-methyl-7-(1H-pyrazol-5-yl)imidazo[1,5-b]pyridazin-2-yl)-3-methylmorpholine